C1=C(C=CC=2OC3=C(C21)C=CC=C3)S(=O)(=O)N dibenzo[b,d]furan-2-sulfonamide